di(9-decenyl)-(4-pentenyl)chlorosilane C(CCCCCCCC=C)[Si](Cl)(CCCC=C)CCCCCCCCC=C